Palladium(II) pivalat C(C(C)(C)C)(=O)[O-].[Pd+2].C(C(C)(C)C)(=O)[O-]